(3,4-epoxycyclohexylmethyl) ether C1(CC2C(CC1)O2)COCC2CC1C(CC2)O1